2-((((S)-1-methylpyrrolidin-2-yl)methoxy)-5,6,7,8-tetrahydropyrido[3,4-d]pyrimidin-4-yl)piperazine-1-carboxylic acid tert-butyl ester C(C)(C)(C)OC(=O)N1C(CNCC1)C=1C2=C(N=C(N1)OC[C@H]1N(CCC1)C)CNCC2